3-aminopropanephosphonous acid NCCCP(O)O